2-((1-(4-(3-hydroxyazetidin-1-yl)-2-(isoindolin-2-yl)-6-methylquinazolin-8-yl)ethyl)amino)benzoic acid OC1CN(C1)C1=NC(=NC2=C(C=C(C=C12)C)C(C)NC1=C(C(=O)O)C=CC=C1)N1CC2=CC=CC=C2C1